(S)-3-(3-(4-hydroxy-1,6-dimethyl-2-oxo-1,2-dihydropyridin-3-yl)ureido)-3-(2',5,6'-trimethylbiphenyl-3-yl)propanoic acid OC1=C(C(N(C(=C1)C)C)=O)NC(N[C@@H](CC(=O)O)C=1C=C(C=C(C1)C)C1=C(C=CC=C1C)C)=O